(trans-2-hydroxycyclohexyl)-5-methyl-6-(4-(1H-pyrazol-1-yl)benzyl)isoindolin-1-one O[C@H]1[C@@H](CCCC1)N1C(C2=CC(=C(C=C2C1)C)CC1=CC=C(C=C1)N1N=CC=C1)=O